N-[2-(fluoromethyl)-8-(5-methylfuran-2-yl)-[1,2,4]triazolo[1,5-a]pyrazin-6-yl]cyclopropanecarboxamide FCC1=NN2C(C(=NC(=C2)NC(=O)C2CC2)C=2OC(=CC2)C)=N1